1H-benzo[d]Imidazol-2(3H)-one N1C(NC2=C1C=CC=C2)=O